ClC1=NC(=NC2=CC=CC=C12)C(F)(F)F 4-chloro-2-(trifluoromethyl)quinazoline